4-(10H-phenoxazin-10-yl)benzoic acid C1=CC=CC=2OC3=CC=CC=C3N(C12)C1=CC=C(C(=O)O)C=C1